C(C)(C)(C)C1=CC=C(C(=N1)OC1=C(C=C(C=C1C)C)C)C(=O)NS(=O)(=O)C=1C(NC=CC1C)=O 6-tert-Butyl-N-[(4-methyl-2-oxo-1H-pyridin-3-yl)sulfonyl]-2-(2,4,6-trimethylphenoxy)pyridin-3-carboxamid